3,4,5-trihydroxycyclohex-1-ene-1-carboxylic acid OC1C=C(CC(C1O)O)C(=O)O